2,6-diaminonorbornane NC1C2C(CC(C1)C2)N